2-chloro-5-fluoropyridine 1-oxide ClC1=[N+](C=C(C=C1)F)[O-]